C(C)N1[C@H]([C@H](CCC1)C1=CC=2C(=NC=C(C2NC=2C(=CC3=C(N=CS3)C2F)F)F)S1)C N-(2-((2S,3S)-1-ethyl-2-methylpiperidin-3-yl)-5-fluorothieno[2,3-b]pyridin-4-yl)-4,6-difluorobenzo[d]thiazol-5-amine